Indolbutyric acid C1=CC=C2C(=C1)C(=CN2)CCCC(=O)O